NC[C@@H](CC)OC1=CC2=C(C[C@H](NC([C@@H](N2C)C(C)C)=O)CO)C=C1 (2S,5S)-9-[(R)-1-(aminomethyl)propoxy]-5-(hydroxymethyl)-2-isopropyl-1-methyl-1,4,5,6-tetrahydro-1,4-benzodiazocin-3(2H)-one